CC1=C(C2=C(C(=NO2)NC2=CC(=CC=C2)C(F)(F)F)C=C1)C#CC=1C=CC=2N(C1)N=NN2 6-methyl-7-(tetrazolo[1,5-a]pyridin-6-ylethynyl)-N-(3-(trifluoromethyl)phenyl)benzo[d]isoxazol-3-amine